2-(β-D-glucopyranosyloxy)-6-methoxy-3-(4-methoxybenzyl)-4-methylpyridine [C@@H]1([C@H](O)[C@@H](O)[C@H](O)[C@H](O1)CO)OC1=NC(=CC(=C1CC1=CC=C(C=C1)OC)C)OC